ClC=1C(=C2C(=NC1C)CN(C2)C(=O)[C@H]2CN(CC2)C=2C=NC(=CC2)C(F)(F)F)C (3-Chloro-2,4-dimethyl-5,7-dihydropyrrolo[3,4-b]pyridin-6-yl)-[(3R)-1-[6-(trifluoromethyl)-3-pyridyl]pyrrolidin-3-yl]methanon